[O-2].[La+3].[Al+3].[Cr+3] chromium-aluminum-lanthanum oxide